CS(=O)(=O)C1=CC(=NC=C1)N 4-methylsulfonylpyridin-2-amine